2,5-dichlorobenzenesulfonic acid sodium salt [Na+].ClC1=C(C=C(C=C1)Cl)S(=O)(=O)[O-]